4-(5-cyclopropyl-1,3-thiazol-2-yl)-4-methylpiperidine monohydrochloride Cl.C1(CC1)C1=CN=C(S1)C1(CCNCC1)C